(2-Chloro-4-phenoxyphenyl)(4-((1-(methylsulfonyl)piperidin-4-yl)amino)-1H-pyrrolo[2,3-b]Pyridin-3-yl)methanone ClC1=C(C=CC(=C1)OC1=CC=CC=C1)C(=O)C1=CNC2=NC=CC(=C21)NC2CCN(CC2)S(=O)(=O)C